2-(3-chlorophenyl)-1-(4-fluorophenyl)-2-methylpropyl (3-cyclohexyl-1-((4-(cyclopropylamino)-3,4-dioxo-1-(2-oxopyrrolidin-3-yl)butan-2-yl)amino)-1-oxopropan-2-yl)carbamate C1(CCCCC1)CC(C(=O)NC(CC1C(NCC1)=O)C(C(=O)NC1CC1)=O)NC(OC(C(C)(C)C1=CC(=CC=C1)Cl)C1=CC=C(C=C1)F)=O